(R)-1,5-dimethyl-N-(5-(3-methyl-1,2,4-oxadiazol-5-yl)-2,3-dihydro-1H-inden-1-yl)-1H-pyrazole-4-carboxamide CN1N=CC(=C1C)C(=O)N[C@@H]1CCC2=CC(=CC=C12)C1=NC(=NO1)C